COC(C1=C(C=C(C(=C1)Cl)F)NC1=C(C(=C(C=C1)F)F)CN(CCC1=NC(=CC=C1[N+](=O)[O-])OC)C(=O)OC(C)(C)C)=O.CC1=C(SC=C1)[S+](C1=CC=CC=C1)C=1SC=CC1C bis(methylthiophenyl)phenylsulfonium methyl-2-((2-(((tert-butoxycarbonyl)(2-(6-methoxy-3-nitropyridin-2-yl)ethyl)amino)methyl)-3,4-difluorophenyl)amino)-5-chloro-4-fluorobenzoate